(S)-3-methoxy-N-(6-(5-methyl-6,7-dihydro-5H-pyrrolo[1,2-a]imidazol-3-yl)pyridin-2-yl)-1-(2-morpholinoethyl)-1H-pyrazole-4-carboxamide COC1=NN(C=C1C(=O)NC1=NC(=CC=C1)C1=CN=C2N1[C@H](CC2)C)CCN2CCOCC2